2-(5-chloro-4-{[6-chloro-7-(4-hydroxy-4-methylpiperidin-1-yl)quinazolin-2-yl]amino}-1H-pyrazol-1-yl)-2-methylpropanenitrile ClC1=C(C=NN1C(C#N)(C)C)NC1=NC2=CC(=C(C=C2C=N1)Cl)N1CCC(CC1)(C)O